9-methoxy-2-methyl-[1,2,4]triazolo[1,5-a]quinoline-4-carboxamide COC=1C=CC=C2C=C(C=3N(C12)N=C(N3)C)C(=O)N